2-bromo-5-(2-(naphthalen-1-yl)acetamido)-1H-imidazole-4-carboxamide BrC=1NC(=C(N1)C(=O)N)NC(CC1=CC=CC2=CC=CC=C12)=O